ClC=1C=CC2=C(C=NC3=C(O2)C=CC=C3)C1 2-chlorodibenzo[b,f][1,4]oxazepin